(R)-3-(3,4-difluorophenyl)isoxazolidine FC=1C=C(C=CC1F)[C@@H]1NOCC1